CC(C)(C)C=1NC(=C(N1)C=1C=C2N=CC=NC2=CC1)C1=NC(=CC=C1)C 6-[2-(1,1-DIMETHYLETHYL)-5-(6-methyl-2-pyridinyl)-1H-imidazol-4-yl]quinoxaline